C1(CC1)C1=C(C#N)C=CC(=C1)OC1=NC=C(C=C1)N1C(N[C@@H](C1=O)CC)=O 2-cyclopropyl-4-({5-[(4R)-4-ethyl-2,5-dioxo-1-imidazolidinyl]-2-pyridinyl}oxy)benzonitrile